(5-((2,3-dichlorophenyl)thio)-6-methylpyrazin-2-yl)-N,4-dimethylpiperidin-4-amine ClC1=C(C=CC=C1Cl)SC=1N=CC(=NC1C)N1CCC(CC1)(NC)C